NC1=C(C=C(N=N1)C1=C(C=CC=C1)O)N1CC2CCC(C1)N2C2=CC(=NC=C2)C#CCN2CCC(CCC2)F 2-[6-amino-5-[8-[2-[3-(4-fluoroazepan-1-yl)prop-1-ynyl]-4-pyridinyl]-3,8-diazabicyclo[3.2.1]oct-3-yl]pyridazin-3-yl]phenol